(3R)-3-(4-Chlorophenyl)-2-[(4-chlorophenyl)methyl]-6-(2-hydroxypropan-2-yl)-3-{[1-(methoxymethyl)cyclopropyl]methoxy}-2,3-dihydro-1H-isoindol-1-on ClC1=CC=C(C=C1)[C@@]1(N(C(C2=CC(=CC=C12)C(C)(C)O)=O)CC1=CC=C(C=C1)Cl)OCC1(CC1)COC